NC=1N=CC(=NC1OC(C)C1=C(C(=CC=C1Cl)F)Cl)C=1C=C(C(=O)NCCN2CCOCC2)C=CC1 3-{5-amino-6-[1-(2,6-dichloro-3-fluoro-phenyl)-ethoxy]-pyrazin-2-yl}-N-(2-morpholin-4-yl-ethyl)-benzamide